2-{4-[(2-methoxyethyl)(2,2,2-trifluoroethyl)amino]piperidin-1-yl}-6-azaspiro[3.4]octane-6-carboxylic acid ethyl ester C(C)OC(=O)N1CC2(CC(C2)N2CCC(CC2)N(CC(F)(F)F)CCOC)CC1